CN1C=NC(=C1C[C@@H](C(=O)[O-])[NH3+])S The molecule is an L-alpha-amino acid zwitterion formed from ovothiol A by transfer of a proton from the carboxy to the amino group; major species at pH 7.3. It derives from a L-histidine zwitterion. It is a tautomer of an ovothiol A.